COCO[C@@H]1[C@H]2[C@@H]3CC[C@H]([C@@H](CCC(=O)OC)C)[C@]3(CC[C@@H]2[C@]2(CC[C@H]3[C@@H]([C@H]2C1)O3)C)C methyl 3β,4β-epoxy-7β-methoxymethoxyl-5β-cholanoate